ClC1=NC2=NC=CC(=C2C=C1)Cl 2,5-dichloro-1,8-naphthyridine